FC1=CC=C(C=C1)C1=CC(=NC(=C1C#N)OC)C1=CC=CC=C1 4-(4-Fluoro-phenyl)-2-methoxy-6-phenyl-nicotinonitrile